methyl 1'-[2-(4-chlorophenoxy)acetyl]-2-oxospiro[indoline-3,4'-piperidine]-5-carboxylate ClC1=CC=C(OCC(=O)N2CCC3(CC2)C(NC2=CC=C(C=C23)C(=O)OC)=O)C=C1